OC[C@H](CC)NC1=C(C=C(C=C1)C1=NNC(OC1)=O)C(F)(F)F 5-[4-{[(2S)-1-Hydroxybutan-2-yl]amino}-3-(trifluoromethyl)phenyl]-3,6-dihydro-2H-1,3,4-oxadiazin-2-on